N12NCCCC=C2CCC1 diaza-bicyclo[5.3.0]dec-6-ene